FC1(CCC(CC1)C1=NC=CC(=C1NC(=O)C1C(COCC1)(C)C)C1=C(C=CC(=C1)F)F)F N-(2-(4,4-difluorocyclohexyl)-4-(2,5-difluorophenyl)pyridin-3-yl)-3,3-dimethyltetrahydro-2H-pyran-4-carboxamide